BrC=1C=C(C=NC1)C(C(=O)NC=1SC(=CN1)C#N)C 2-(5-bromopyridin-3-yl)-N-(5-cyanothiazol-2-yl)propionamide